ClCC(CC1=C(N(C2=CC=CC=C12)C)C)O 1-chloro-3-(1,2-dimethyl-1H-indol-3-yl)propan-2-ol